C(C)(C)(C)OC(=O)C=1NC=C(NC1C(=O)OC(C)(C)C)C1=CC(=C(C=C1)C(=O)OCC)N1CCOCC1 5-(4-ethoxycarbonyl-3-morpholin-4-ylphenyl)-1,4-dihydropyrazine-2,3-dicarboxylic acid di-tert-butyl ester